2-methoxy-6,7-dimethyl-1,4-naphthoquinone COC=1C(C2=CC(=C(C=C2C(C1)=O)C)C)=O